NC=1C=2C(N=CN1)=NNC2 4-amino-2H-pyrazolo[3,4-d]pyrimidine